C(CCC)C=1NC=C(N1)Cl 2-butyl-4-chloro-1H-imidazole